(S)-2-(1-cyclopropyl-5-(3-methyl-1-(4-methyl-4H-1,2,4-triazol-3-yl)cyclobutyl)-2-oxo-1,2-dihydropyridin-3-yl)-6-((3-methylpiperidin-1-yl)methyl)-4-(trifluoromethyl)isoindol-1-one C1(CC1)N1C(C(=CC(=C1)C1(CC(C1)C)C1=NN=CN1C)N1C(C2=CC(=CC(=C2C1)C(F)(F)F)CN1C[C@H](CCC1)C)=O)=O